bis[2-(di-adamantylphosphino)ethyl]amine C12(CC3CC(CC(C1)C3)C2)P(CCNCCP(C23CC1CC(CC(C2)C1)C3)C31CC2CC(CC(C3)C2)C1)C12CC3CC(CC(C1)C3)C2